ClC1=C(C=C(OC2CCN(CC2)C(=O)N2N=C(C=C2)C(=O)O)C=C1)N1CCCC1 1-(4-(4-chloro-3-(pyrrolidin-1-yl)phenoxy)piperidine-1-carbonyl)-1H-pyrazole-3-carboxylic acid